C(N)(=O)C1=CC(=NC2=C1N=CN=C2N[C@@H]2CN(C[C@H](C2)F)C(=O)OC(C)(C)C)C2=C(C=C(C=C2)OCC(C)(C)O)C#N tert-butyl (3S,5S)-3-({8-carbamoyl-6-[2-cyano-4-(2-hydroxy-2-methylpropoxy)phenyl]pyrido[3,2-d]pyrimidin-4-yl}amino)-5-fluoropiperidine-1-carboxylate